imidazole-1-sulfonylazide bisulfate S(O)(O)(=O)=O.N1(C=NC=C1)S(=O)(=O)N=[N+]=[N-]